amino-imidazole-2,4-dicarboxylic acid NC1=C(N=C(N1)C(=O)O)C(=O)O